2-chloro-9-isopropyl-purin-6-amine ClC1=NC(=C2N=CN(C2=N1)C(C)C)N